N1[C@H](CCCC1)CO (R)-2-piperidinemethanol